4-methyl-2-[3-[1-(methylamino)ethyl]pyrazin-2-yl]-1,3,4-oxadiazin-5-one CN1N=C(OCC1=O)C1=NC=CN=C1C(C)NC